5-methyl-2-(trifluoromethyl)-4,5-dihydropyrazole CC1CCN(N1)C(F)(F)F